NC1=NN(C=2CN(CCC21)C(C)=O)C(=O)C2CCNC1=CC=CC=C21 1-(3-amino-1-(1,2,3,4-tetrahydro-quinoline-4-carbonyl)-4,5-dihydro-1H-pyrazolo[3,4-c]pyridin-6(7H)-yl)ethanone